(Z)-3-Methylpent-2-enal C/C(=C/C=O)/CC